N1=CC=CC2=CC=CC(=C12)C(=O)[O-].[Al+3].N1=CC=CC2=CC=CC(=C12)C(=O)[O-].N1=CC=CC2=CC=CC(=C12)C(=O)[O-] aluminum 8-quinolinate